NC=1C=2O[C@@H](C=3C=C(C=CC3C=3N=C(SC3CN3C=NC(=C3C(=CN1)C2)C#N)C)F)C (19R)-22-amino-16-fluoro-10,19-dimethyl-20-oxa-9-thia-4,6,11,23-tetraazapentacyclo[19.3.1.02,6.08,12.013,18]pentacosa-1(24),2,4,8(12),10,13(18),14,16,21(25),22-decaene-3-carbonitrile